O([C@H]1[C@H](O)[C@@H](O)[C@H](O)[C@H](O1)CO)C1=C(C=CC(=C1)CCO)OC 5-(2-hydroxyethyl)-2-methoxyphenyl beta-D-glucopyranoside